C(C)(C)(C)OOC1(CC(CC(C1)C)(C)C)OOC(C)(C)C 1,1-bistert-butylperoxy-3,3,5-Trimethylcyclohexane